ClC=1C=CC2=C([C@@H](C[C@@H](O2)C(=O)NC23CC(C2)(C3)C=3OC(=C(N3)C)C3=CC=C(C=C3)Cl)O)C1 (2R,4R)-6-chloro-N-{3-[5-(4-chlorophenyl)-4-methyl-1,3-oxazol-2-yl]bicyclo[1.1.1]pentan-1-yl}-4-hydroxy-3,4-dihydro-2H-1-benzopyran-2-carboxamide